C(C)(C)(C)OC(=O)\N=C(\NC=1C=CC2=C(N(C=N2)CCC(=O)NC[C@@H](C(=O)OC)NC(C2=C(C=CC=C2Cl)Cl)=O)C1)/NC(=O)OC(C)(C)C (S,Z)-methyl 3-(3-(6-(2,3-bis(tert-butoxycarbonyl)guanidino)-1H-benzo[d]imidazol-1-yl)propanamido)-2-(2,6-dichlorobenzamido)propanoate